1-(4-(3-(3-chlorophenoxy)benzyl)piperazine-1-carbonyl)-1H-pyrazole-3-carboxylic acid ClC=1C=C(OC=2C=C(CN3CCN(CC3)C(=O)N3N=C(C=C3)C(=O)O)C=CC2)C=CC1